C(=C\C1=CC=CC=C1)/C1=C(C(=O)OC)C=CN=C1 methyl (E)-3-styrylisonicotinate